COC1=C(OC(C\C=C/CCCCCCCC(=O)OC)CCCCCC)C=CC=C1 methyl (Z)-12-(2-methoxyphenoxy)octadec-9-enoate